N-methyl-4-((6-(2-oxopyrrolidin-1-yl)-[1,2,4]triazolo[1,5-a]Pyridin-2-yl)amino)pyridazine-3-carboxamide CNC(=O)C=1N=NC=CC1NC1=NN2C(C=CC(=C2)N2C(CCC2)=O)=N1